1-Dodecyl-1-ethylpiperidinium triflate [O-]S(=O)(=O)C(F)(F)F.C(CCCCCCCCCCC)[N+]1(CCCCC1)CC